6-(2-oxo-2,3-dihydrooxazolo[4,5-b]pyridin-6-yl)-4-((1-phenylethyl)amino)quinoline-3-carbonitrile O=C1OC=2C(=NC=C(C2)C=2C=C3C(=C(C=NC3=CC2)C#N)NC(C)C2=CC=CC=C2)N1